3-bromobicyclo[1.1.1]pentane-1-carboxylic acid methyl ester COC(=O)C12CC(C1)(C2)Br